3-((4-Chlorophenyl)amino)-2-(2-hydroxyethyl)-3-(trifluoromethyl)-3,4-dihydroisoquinolin-1(2H)-one ClC1=CC=C(C=C1)NC1(N(C(C2=CC=CC=C2C1)=O)CCO)C(F)(F)F